Cl.NC1CN(CC1)C1=C2C(=NC3=CC=C(C=C13)C1=CC(=NC=C1)NC(=O)C1CCC1)CCCCCC2 N-(4-(12-(3-Aminopyrrolidin-1-yl)-6,7,8,9,10,11-hexahydrocycloocta[b]quinolin-2-yl)pyridin-2-yl)cyclobutanecarboxamide hydrochloride